N-(2-fluoro-5-((2-(6-oxooctahydro-2H-pyrido[1,2-a]pyrazin-2-yl)ethyl)carbamoyl)phenyl)-2-(1-methyl-1H-pyrazol-4-yl)-1H-pyrrolo[2,3-b]pyridine-5-carboxamide FC1=C(C=C(C=C1)C(NCCN1CC2N(CC1)C(CCC2)=O)=O)NC(=O)C=2C=C1C(=NC2)NC(=C1)C=1C=NN(C1)C